BrC1=CC=C(C=C1)NC(=O)C1=CC=C(C(=O)NC=2C=C3CNCC3=CC2)C=C1 5-[4-(4-bromo-phenylcarbamoyl)-benzoylamino]-1,3-dihydro-isoindole